N-((6-methyl-5-(pyrazolo[1,5-a]pyridin-5-yl)-2,3-dihydro-1H-inden-4-yl)carbamoyl)-6',7'-dihydrospiro[cyclobutane-1,4'-pyrazolo[5,1-c][1,4]oxazine]-2'-sulfonamide CC1=C(C(=C2CCCC2=C1)NC(=O)NS(=O)(=O)C1=NN2C(C3(OCC2)CCC3)=C1)C1=CC=3N(C=C1)N=CC3